(biphenylyl)(dimethyl-fluorenylphenyl)(diphenylfluorenyl)amine C1(=C(C=CC=C1)N(C1=C(C(=CC=2C3=CC=CC=C3CC12)C1=CC=CC=C1)C1=CC=CC=C1)C1=C(C(=C(C=C1)C)C)C1=CC=CC=2C3=CC=CC=C3CC12)C1=CC=CC=C1